O=S1(CC2=C(C(C3=C1C=CC=C3)N3CCN(CC3)C(=O)C=3C=C(C=NC3)NC(C)=O)C=CC=C2)=O N-[5-[4-(5,5-dioxo-6,11-dihydrobenzo[c][1]benzothiepin-11-yl)piperazine-1-carbonyl]-3-pyridyl]acetamide